1-dodecanoyl-2-(6Z,9Z,12Z,15Z-octadecatetraenoyl)-glycero-3-phosphocholine CCCCCCCCCCCC(=O)OC[C@H](COP(=O)([O-])OCC[N+](C)(C)C)OC(=O)CCCC/C=C\C/C=C\C/C=C\C/C=C\CC